COC([C@@H](NC(=O)OC(C)(C)C)CCSC)=O L-N-tert-butyloxycarbonyl-methionine methyl ester